BrC=1C=NC=C(C1OC(F)(F)F)C(F)(F)F 3-bromo-4-(trifluoromethoxy)-5-(trifluoromethyl)pyridine